1-(3-((4-((3-chloro-4-(pyridin-2-ylmethoxy)phenyl)amino)-7H-pyrrolo[2,3-d]pyrimidin-5-yl)methyl)azetidin-1-yl)prop-2-en-1-one ClC=1C=C(C=CC1OCC1=NC=CC=C1)NC=1C2=C(N=CN1)NC=C2CC2CN(C2)C(C=C)=O